3-({(1R)-1-[(2S)-4-methylmorpholin-2-yl]ethyl}oxy)pyridin CN1C[C@H](OCC1)[C@@H](C)OC=1C=NC=CC1